3-ethyl-3-((4-vinylphenoxy)methyl)oxetane (S)-(9H-fluoren-9-yl)methyl-(4-amino-5-(cyclopropylamino)-5-oxopentyl)carbamate C1=CC=CC=2C3=CC=CC=C3C(C12)CN(C(O)=O)CCC[C@@H](C(=O)NC1CC1)N.C(C)C1(COC1)COC1=CC=C(C=C1)C=C